N-(4-(4-formyl-6-methoxyquinolin-2-yl)phenyl)acetamide C(=O)C1=CC(=NC2=CC=C(C=C12)OC)C1=CC=C(C=C1)NC(C)=O